N-(4-(4-(4-(((2S,4R)-2-(2,4-dichlorophenyl)-2-methyl-1,3-dioxolan-4-yl)methoxy)phenyl)piperazin-1-yl)phenyl)-2-naphthamide ClC1=C(C=CC(=C1)Cl)[C@]1(OC[C@H](O1)COC1=CC=C(C=C1)N1CCN(CC1)C1=CC=C(C=C1)NC(=O)C1=CC2=CC=CC=C2C=C1)C